(2S,4S,5R,6S)-4-amino-5-hydroxy-6-methyl-oxan N[C@H]1CCO[C@H]([C@@H]1O)C